FC1=C2C(=NN(C2=CC=C1)C(=O)OC(C)(C)C)N1CC(C(C1)(F)F)(F)F tert-butyl 4-fluoro-3-(3,3,4,4-tetrafluoropyrrolidin-1-yl)indazole-1-carboxylate